[Si](C1=CC=CC=C1)(C1=CC=CC=C1)(C(C)(C)C)OCC1=C(C=CC(=C1)F)CCNCCN(C(OC(C)(C)C)=O)C tert-butyl N-[2-[2-[2-[[tert-butyl(diphenyl)silyl]oxymethyl]-4-fluoro-phenyl]ethylamino]ethyl]-N-methyl-carbamate